BrC1=CC=C(C=C1)C1C(N(CC1)C)=O 3-(4-bromophenyl)-1-methylpyrrolidin-2-one